C(#N)CC(CC#N)(CC#N)CC#N 3,3-bis(cyanomethyl)glutaronitrile